O1P(OC2=C(C=CC=C2)C(CC)C2=C1C=CC=C2)OP([O-])[O-] propylidenediphenyl diphosphite